COC1=C(C(=CC=C1)OC)S(=O)(=O)NC1=NOC2=C1C(=CC(=C2)C2=CC(=CC=C2)OC)OC 2,6-dimethoxy-N-(4-methoxy-6-(3-methoxyphenyl)benzo[d]isoxazol-3-yl)benzenesulfonamide